1-((1r,3r)-3-methoxycyclobutyl)-4-(4,4,5,5-tetramethyl-1,3,2-dioxaborolan-2-yl)-1H-pyrazole COC1CC(C1)N1N=CC(=C1)B1OC(C(O1)(C)C)(C)C